CC=1C(=NC=CC1)NC=1SC=C(N1)C1=C(C(=O)N)C=CC=N1 (2-((3-methylpyridin-2-yl)amino)thiazol-4-yl)nicotinamide